5-[(4-bromo-2-fluorophenyl)amino]-4-fluoro-N-(2-hydroxyethoxy)-1-methyl-1H-1,3-benzodiazole-6-carboxamide BrC1=CC(=C(C=C1)NC1=C(C2=C(N(C=N2)C)C=C1C(=O)NOCCO)F)F